tert-butyl 3-((3-(((S)-chroman-4-yl)carbamoyl)phenyl)amino)-3-(5-(pyridin-4-yl)-4H-1,2,4-triazol-3-yl)pyrrolidine-1-carboxylate O1CC[C@@H](C2=CC=CC=C12)NC(=O)C=1C=C(C=CC1)NC1(CN(CC1)C(=O)OC(C)(C)C)C1=NN=C(N1)C1=CC=NC=C1